(tetrahydro-2H-pyran-4-yl)phthalazin-1-amine O1CCC(CC1)C1=NN=C(C2=CC=CC=C12)N